4-(3-(5-fluoropyridin-2-yl)-1H-pyrazol-4-yl)-6-methyl-1-((2-(trimethylsilyl)ethoxy)methyl)-1H-pyrazolo[3,4-b]pyridine FC=1C=CC(=NC1)C1=NNC=C1C1=C2C(=NC(=C1)C)N(N=C2)COCC[Si](C)(C)C